FC=1C=C2N(CCN(C2=CC1)C(=O)NC[C@@H]1N(CCC1)C(=O)OC(C)(C)C)C1=CC=C(C=C1)F tert-butyl (R)-2-((6-fluoro-4-(4-fluorophenyl)-1,2,3,4-tetrahydroquinoxaline-1-carboxamido)methyl)pyrrolidine-1-carboxylate